(3S)-N-[7-methoxy-4-(1-methyl-1H-pyrazol-4-yl)-1H-1,3-benzodiazol-2-yl]-3-(methoxymethyl)pyrrolidine-1-carboxamide COC1=CC=C(C2=C1NC(=N2)NC(=O)N2C[C@H](CC2)COC)C=2C=NN(C2)C